4-(3-(5-(difluoromethyl)-1,3,4-thiadiazol-2-yl)-6-(N-(1-methylcyclopropyl)sulfamoyl)imidazo[1,2-a]pyridin-8-yl)-N,N-dimethylpiperazine-1-carboxamide FC(C1=NN=C(S1)C1=CN=C2N1C=C(C=C2N2CCN(CC2)C(=O)N(C)C)S(NC2(CC2)C)(=O)=O)F